5-[[(3R,4R)-4-[4-Chloro-2-(5-fluoro-2-pyridyl)-1H-imidazol-5-yl]-3-methyl-1-piperidyl]sulfonyl]pyrimidin-2-ol ClC=1N=C(NC1[C@H]1[C@H](CN(CC1)S(=O)(=O)C=1C=NC(=NC1)O)C)C1=NC=C(C=C1)F